FC=1C=C(C(=O)N(C)C2=C(C(=CC=C2)C(=O)NC2=C(C=C(C=C2C(F)(F)F)C(C(F)(F)F)(C(F)(F)F)F)I)F)C=CC1 3-fluoro-N-[2-fluoro-3-[[[2-iodo-4-[1,2,2,2-tetrafluoro-1-(trifluoromethyl)ethyl]-6-(trifluoromethyl)phenyl]amino]-carbonyl]phenyl]-N-methyl-benzamide